(methyl-d3)-3-(pyrrolidin-3-yl)-3,4-dihydro-5H-pyrazolo[3,4-c]isoquinolin-5-one C([2H])([2H])([2H])C1=NN(C=2NC(C=3C=CC=CC3C21)=O)C2CNCC2